1-(1H-indol-5-yl)-3-(3-methyl-4-phenoxyphenyl)-1,3,5-triazine-2,4,6-trione N1C=CC2=CC(=CC=C12)N1C(N(C(NC1=O)=O)C1=CC(=C(C=C1)OC1=CC=CC=C1)C)=O